C1(=CC=CC=C1)NC1=C(C(=C(C=C1)I)F)[N+](=O)[O-] phenyl-3-fluoro-4-iodo-2-nitroaniline